C(C)NC(=O)N1[C@H]([C@H](CCC1)NS(=O)(=O)C)COC1CCN(CC1)C1=NC=CC=N1 cis-N-ethyl-3-((methylsulfonyl)amino)-2-(((1-(pyrimidin-2-yl)piperidin-4-yl)oxy)methyl)piperidine-1-carboxamide